O=CCCCCCCCCCCCCCCCCC(=O)O 18-oxooctadecanoic acid